4,4'-(3,3'-Dichloro-[4,4'-bipyridine]-2,2'-diyl)bis(2-methoxybenzaldehyde) ClC=1C(=NC=CC1C1=C(C(=NC=C1)C1=CC(=C(C=O)C=C1)OC)Cl)C1=CC(=C(C=O)C=C1)OC